C(C1=CC=CC=C1)N1C2=NC=NC(=C2N=C1C=1C=NC(=CC1C)O[C@@H]1CNCCC1)OC1(CC1)C (S)-9-benzyl-8-(4-methyl-6-(piperidin-3-yloxy)pyridin-3-yl)-6-(1-methylcyclopropoxy)-9H-purine